tert-butyl N-[2-[[1-[4-[3-[(4-methoxyphenyl)methyl]-2,4-dioxo-pyrimidin-1-yl]phenyl]-4-piperidyl]methoxy]ethyl]carbamate COC1=CC=C(C=C1)CN1C(N(C=CC1=O)C1=CC=C(C=C1)N1CCC(CC1)COCCNC(OC(C)(C)C)=O)=O